1-[(2R,6R)-6-[[bis(4-methoxyphenyl)-phenyl-methoxy]methyl]-4-cyclohexyl-6-(hydroxy-methyl)morpholin-2-yl]pyrimidine-2,4-dione COC1=CC=C(C=C1)C(OC[C@]1(O[C@H](CN(C1)C1CCCCC1)N1C(NC(C=C1)=O)=O)CO)(C1=CC=CC=C1)C1=CC=C(C=C1)OC